C(C)(=O)OCC(=O)N1C2CC2CC(C1)N(CC1=CC(=C(C=C1)OC)OC)C1CC1 2-(4-(cyclopropyl-(3,4-dimethoxybenzyl)amino)-2-azabicyclo[4.1.0]hept-2-yl)-2-oxoethanol acetate